2-(3',3'-dimethyl-6-nitrospiro[chromen-2,2'-dihydro-indol]-1'-yl)ethanol CC1(C2(N(C3=CC=CC=C13)CCO)OC1=CC=C(C=C1C=C2)[N+](=O)[O-])C